P(OC1=CC=CC=C1)([O-])([O-])=S O-phenyl phosphorothioate